phenanthroline-formaldehyde oxime N1=C(C=CC2=CC=C3C=CC=NC3=C12)C=NO